tert-Butyl 2-(3-oxocyclobutyl)acetate O=C1CC(C1)CC(=O)OC(C)(C)C